hexamethyl-1,5-diethoxytrisiloxane C[Si](O[Si](O[Si](OCC)(C)C)(C)C)(OCC)C